C(C1=CC=CC=C1)OC(C(C=1C=NC=C(C1)F)N(C(=O)N1[C@@H](CCC1)C(=O)OC)C1=CC=C(C=C1)C(C)(C)C)=O methyl (2S)-1-[[2-benzyloxy-1-(5-fluoro-3-pyridyl)-2-oxo-ethyl]-(4-tert-butylphenyl)carbamoyl]pyrrolidine-2-carboxylate